2-iodopentanate IC(C(=O)[O-])CCC